NC1=C(C=C(C=C1F)C(=O)C1=CN=C2N1C=CC=C2C2=C(C1=C(N(C(=N1)C)C)C=C2C(F)(F)F)OC)F (4-amino-3,5-difluorophenyl)(8-(4-methoxy-1,2-dimethyl-6-(trifluoromethyl)-1H-benzo[d]imidazol-5-yl)imidazo[1,2-a]pyridin-3-yl)methanone